C(C1=CC=CC=C1)N1C2=C(OCC1)C=CC(=C2)C(CC(CO)O)NC(=O)NC2=CC=C1C=CNC1=C2 1-(1-(4-benzyl-3,4-dihydro-2H-benzo[b][1,4]oxazin-6-yl)-3,4-dihydroxybutyl)-3-(1H-indol-6-yl)urea